2-bromo-5-chloro-3,3-dimethylindole BrC1=NC2=CC=C(C=C2C1(C)C)Cl